C(C)(C)(C)OC(=O)N1C[C@@H]2C([C@@H]2C1)C1=CC(=CC=C1)OC(F)(F)F (1R,5S,6s)-6-(3-(trifluoromethoxy)phenyl)-3-azabicyclo[3.1.0]hexane-3-carboxylic acid tert-butyl ester